C1(CC1)C1=CC=C(C(=N1)C(=O)O)S(=O)(=O)CC 6-cyclopropyl-3-ethylsulfonyl-pyridine-2-carboxylic acid